C(CC(O)(C(=O)O)CC(=O)O)(=O)O.C(C)(C)NC(OC[C@]1(CN(CC1)C(C)(C)C=1C=NC(=CC1)C)CCC=1SC(=CC1)F)=O |o1:20| (R or S)-(3-(2-(5-fluorothiophen-2-yl)ethyl)-1-(2-(6-methylpyridin-3-yl)propan-2-yl)pyrrolidin-3-yl)methyl isopropylcarbamate citrate